NC=1SC2=C(N1)C=C(C=C2)[C@@H]2N(C[C@H](CC2)C)C(C(=O)NC=2C=C(C=NC2)C(=O)N)=O 5-[[2-[(2R,5S)-2-(2-amino-1,3-benzothiazol-5-yl)-5-methyl-1-piperidyl]-2-oxo-acetyl]amino]pyridine-3-carboxamide